benzotriazolium hexafluorophosphate F[P-](F)(F)(F)(F)F.[NH+]=1NN=C2C1C=CC=C2